(2-((5-bromo-2-((2-methoxy-5-(1-methyl-1H-pyrazol-4-yl)-4-(Piperazin-1-yl)phenyl)amino)pyrimidin-4-yl)amino)-5-methylphenyl)dimethylphosphine oxide BrC=1C(=NC(=NC1)NC1=C(C=C(C(=C1)C=1C=NN(C1)C)N1CCNCC1)OC)NC1=C(C=C(C=C1)C)P(C)(C)=O